chloro-3-(2-methylpyridin-4-yl)-5-((3aR,5s,6aS)-2-(tetrahydro-2H-pyran-4-yl)octahydrocyclopenta[c]pyrrol-5-yl)-1H-indazole ClN1N=C(C2=CC(=CC=C12)C1C[C@@H]2[C@@H](CN(C2)C2CCOCC2)C1)C1=CC(=NC=C1)C